NCCOCCOCCN (l)-1,8-diamino-3,6-dioxaoctane